C(#C)C1=C2C(=CC(=CC2=CC=C1F)O)C1=C(C=2N=C(N=C(C2C=N1)N1CC(CC1)NC)OC[C@]12CCCN2C[C@@H](C1)F)F 5-ethynyl-6-fluoro-4-(8-fluoro-2-(((2R,7aS)-2-fluorotetrahydro-1H-pyrrolizin-7a(5H)-yl)methoxy)-4-(3-(methylamino)pyrrolidin-1-yl)pyrido[4,3-d]pyrimidin-7-yl)naphthalen-2-ol